4-(3-phenyl-propionyl)thiomethyl-1,8-bis(3-phenyl-propionyl)thio-3,6-dithiaoctaneN C1(=CC=CC=C1)CCC(=O)SCC(SC=CSC(CCC1=CC=CC=C1)=O)CSCCSC(CCC1=CC=CC=C1)=O